FC1=C(C#N)C=CC(=C1)[N+](=O)[O-] 2-Fluoro-4-nitro-benzonitrile